(2R,4R)-4-[[(2S)-2-amino-4-methyl-pentanoyl]amino]-2-(4-boronobutyl)pyrrolidine-2-carboxylic acid N[C@H](C(=O)N[C@@H]1C[C@@](NC1)(C(=O)O)CCCCB(O)O)CC(C)C